CC(C(CCC(OCN1C2=NC=NC(=C2N=C1)N)CO)N)C 9-(2-(3-methyl-2-aminobutyl)-1-(hydroxymethyl)ethoxymethyl)adenine